N-((2-chloroquinolin-5-yl)sulfonyl)-2-(2-methoxy-5-methylphenyl)-4-(2-methoxyphenyl)tetrahydrofuran-2-carboxamide ClC1=NC2=CC=CC(=C2C=C1)S(=O)(=O)NC(=O)C1(OCC(C1)C1=C(C=CC=C1)OC)C1=C(C=CC(=C1)C)OC